1-fluoro-6,7,8,9-tetrahydro-5H-5,8-epiminocyclohepta[c]pyridine-10-carboxamide FC1=NC=CC2=C1CC1CCC2N1C(=O)N